2,6-dimethyl-3,5-heptanediol benzoate benzenesulfonate C1(=CC=CC=C1)S(=O)(=O)OC(CC(C(C)C)OC(C1=CC=CC=C1)=O)C(C)C